[OH-].[Na+].O1CCOCC1 1,4-dioxane sodium hydroxide